ClCC12CCCN2CC(C1)(F)F 7a-(chloromethyl)-2,2-difluoro-tetrahydro-1H-pyrrolizine